4-[4'-(cyclopentyloxy)-2',3'-difluorophenyl]-2,3-difluorophenyl trifluoromethanesulfonate FC(S(=O)(=O)OC1=C(C(=C(C=C1)C1=C(C(=C(C=C1)OC1CCCC1)F)F)F)F)(F)F